N1CCC2(CC1)OCCC1=C2C=CS1(=O)=O spiro[6,7-dihydrothieno[3,2-c]pyran-4,4'-piperidine]-1,1-dioxide